N-[3-[6-(propylamino)imidazo[1,2-b]pyridazin-3-yl]phenyl]acetamide C(CC)NC=1C=CC=2N(N1)C(=CN2)C=2C=C(C=CC2)NC(C)=O